5-(3-bromopyrazolo[1,5-a]pyrimidin-5-yl)-1-neopentyl-4,5,6,7-tetrahydro-1H-pyrazolo[4,3-c]pyridine BrC=1C=NN2C1N=C(C=C2)N2CC1=C(CC2)N(N=C1)CC(C)(C)C